C(C=C)S(=O)(=O)NC(=O)C1=CC2=C(OC[C@]3(CCCC4=CC(=CC=C34)Cl)CN2C[C@H]2[C@@H](CC2)[C@H](\C=C\CCC)O)C=C1 (S)-N-(allylsulfonyl)-6'-chloro-5-(((1R,2R)-2-((S,E)-1-hydroxyhex-2-en-1-yl)cyclobutyl)methyl)-3',4,4',5-tetrahydro-2H,2'H-spiro[benzo[b][1,4]oxazepine-3,1'-naphthalene]-7-carboxamide